C(C)[N+]1=C(SC2=C1C=CC(=C2)C)C=C2SC1=C(N2CC)C=CC(=C1)C 3-ethyl-6-methyl-2-[(3-ethyl-6-methyl-2-benzothiazolinylidene)methyl]benzothiazolium